C1(=C(C=CC=C1)P(C1=CC=CC=C1)C1=CC=CC=C1)C1=C(C=CC=C1)P(C1=CC=CC=C1)C1=CC=CC=C1 1,1'-biphenyl-2,2'-diylbis(diphenylphosphane)